NC=1N=CC2=C(N1)SC(=C2)C(=O)NCC 2-amino-N-ethylthieno[2,3-d]pyrimidin-6-carboxamide